BrC=1C=CC(=NC1)C(C(F)(F)F)N1C(C2(CC1)CNC(C2)=O)=O 2-(1-(5-Bromopyridin-2-yl)-2,2,2-trifluoroethyl)-2,7-diazaspiro[4.4]nonane-1,8-dione